CC1(CCC=C1B1OC(C(O1)(C)C)(C)C)C 2-(5,5-dimethylcyclopenten-1-yl)-4,4,5,5-tetramethyl-1,3,2-dioxaborolane